4-(2-amino-4-oxo-4,7-dihydro-3H-pyrrolo[2,3-d]pyrimidin-6-yl)-N,N-dimethylbenzenesulfonamide NC=1NC(C2=C(N1)NC(=C2)C2=CC=C(C=C2)S(=O)(=O)N(C)C)=O